C1(CC1)C1=CC=C(C=C1)C(CC)N1C[C@@H](N(C[C@H]1C)C=1C2=C(N(C(N1)=O)C)C=CC(=N2)C#N)C 4-((2s,5r)-4-(1-(4-cyclopropylphenyl)propyl)-2,5-dimethylpiperazin-1-yl)-1-methyl-2-oxo-1,2-dihydropyrido[3,2-d]pyrimidine-6-carbonitrile